tert-butyl 3-(4-(2-chloro-5-fluorophenyl)piperidine-1-carbonyl)-6,7-dihydro-1H-pyrazolo[4,3-c]pyridine-5(4H)-carboxylate ClC1=C(C=C(C=C1)F)C1CCN(CC1)C(=O)C1=NNC2=C1CN(CC2)C(=O)OC(C)(C)C